tert-Butyl (S)-1-methyl-2-((3-(1-(4-nitrophenyl)-2-oxo-1,2-dihydro-3H-imidazo[4,5-b]pyridin-3-yl)pyrrolidin-1-yl)methyl)-1H-imidazole-5-carboxylate CN1C(=NC=C1C(=O)OC(C)(C)C)CN1C[C@H](CC1)N1C(N(C=2C1=NC=CC2)C2=CC=C(C=C2)[N+](=O)[O-])=O